(S)-N-methyl-5-(3-methylpiperazin-1-yl)pyridinecarboxamide-2-d1 CNC(=O)[C@]1(NC=C(C=C1)N1CC(NCC1)C)[2H]